NCC1=C(C=CC(=C1)OC)O (aminomethyl)-4-methoxyphenol